(R)-(4-aminoimidazo[1,5-a]quinoxalin-8-yl)(2-(4-fluorophenyl)piperid-1-yl)methanone NC=1C=2N(C3=CC(=CC=C3N1)C(=O)N1[C@H](CCCC1)C1=CC=C(C=C1)F)C=NC2